C(N)(O)=O.C(N)(O)=O.NCCCCCN cadaverine dicarbamate